6-(4-Ethyl-3-(hydroxymethyl)-5-oxo-4,5-dihydro-1H-1,2,4-triazol-1-yl)-7-fluoro-2-(5-fluoro-2-methylphenyl)-4-(prop-1-en-2-yl)isoquinolin-1(2H)-one C(C)N1C(=NN(C1=O)C=1C=C2C(=CN(C(C2=CC1F)=O)C1=C(C=CC(=C1)F)C)C(=C)C)CO